4-(5-fluoro-1-(4-(trifluoromethyl)phenyl)-1H-indazol-3-yl)-1-((2-(methylamino)pyrimidin-4-yl)methyl)pyridin-2(1H)-one FC=1C=C2C(=NN(C2=CC1)C1=CC=C(C=C1)C(F)(F)F)C1=CC(N(C=C1)CC1=NC(=NC=C1)NC)=O